BrC=1C=C(C(=NC1)COCCN(C)C)CS(=O)(=O)N (5-Bromo-2-((2-(dimethylamino)ethoxy)methyl)pyridin-3-yl)methanesulfonamide